ethyl 4-(3-hydroxyphenyl)-2-methyl-1,4-dihydropyrimido[1,2-a]benzimidazole-3-carboxylate OC=1C=C(C=CC1)C1C(=C(NC2=NC3=C(N21)C=CC=C3)C)C(=O)OCC